ClC1=CC=C(C=C1)C=1OC=NN1 2-(4-chlorophenyl)-1,3,4-oxadiazole